1-[5-chloro-2-(2-fluoro-4-pyridinyl)-6-oxo-1H-pyrimidin-4-yl]azepan-4-one ClC1=C(N=C(NC1=O)C1=CC(=NC=C1)F)N1CCC(CCC1)=O